C1(CC1)C1=NN(C(=C1C(F)(F)F)C(=O)NC1=CC(=NC=C1)C(=O)N)CC1C(CC1)(F)F 4-(3-cyclopropyl-1-((2,2-difluorocyclobutyl)methyl)-4-(trifluoromethyl)-1H-pyrazole-5-carboxamido)picolinamide